N-(3-fluorobenzyl)-2-fluoroethylamine FC=1C=C(CNCCF)C=CC1